FC(C(=O)O)(F)F.FC1=CC=2N(C=C1NC(=O)N1CCC=3C1=NC=CC3N3CC(C3)NC)C=C(N2)C N-(7-fluoro-2-methylimidazo[1,2-a]pyridin-6-yl)-4-(3-(methylamino)azetidin-1-yl)-2,3-dihydro-1H-pyrrolo[2,3-b]pyridine-1-carboxamide 2,2,2-trifluoroacetate